OC(CCC(O)(C[N+](C)(C)C)CC([O-])=O)CCCCC\C=C/CCCC 3-Hydroxymyristoleylcarnitine